C(#N)C=1C=C(C=CC1)S(=O)(=O)NC=1C=CC(=C2C=CC=NC12)F 3-cyano-N-(5-fluoroquinolin-8-yl)benzenesulfonamide